3-((3-fluoro-4-(4-((4-fluoropiperidin-4-yl)methyl)piperazin-1-yl)phenyl)amino)piperidine-2,6-dione FC=1C=C(C=CC1N1CCN(CC1)CC1(CCNCC1)F)NC1C(NC(CC1)=O)=O